CN1C(C(=C(C2=CC=CC=C12)N1CCC(CC1)C=1OC2=C(N1)C=C(C=C2)OCC2OCCC2)C#N)=O 1-methyl-2-oxo-4-(4-{5-[(oxolan-2-yl)methoxy]-1,3-benzoxazol-2-yl}piperidin-1-yl)-1,2-dihydroquinoline-3-carbonitrile